8,9-dimethyl-7-(3-(6-(trifluoromethyl)pyridin-3-yl)-7,8-dihydro-1,6-naphthyridin-6(5H)-yl)-4H-pyrimido[1,2-b]pyridazin-4-one CC1=C(C=2N(N=C1N1CC=3C=C(C=NC3CC1)C=1C=NC(=CC1)C(F)(F)F)C(C=CN2)=O)C